N-(cis-4-tert-butylcyclohexyl)-3,5-bis-[cis-4-tert-butylcyclohexylcarbonylamino]Benzamide C(C)(C)(C)[C@H]1CC[C@H](CC1)NC(C1=CC(=CC(=C1)NC(=O)[C@@H]1CC[C@@H](CC1)C(C)(C)C)NC(=O)[C@@H]1CC[C@@H](CC1)C(C)(C)C)=O